C(C)(C)(C)OC(=O)N1C[C@H](CCC1)NC=1C2=C(N=CN1)C(=CC(=N2)C2=CC=C(C=C2)CN2CCOCC2)C(N)=O (3S)-3-([8-carbamoyl-6-[4-(morpholin-4-ylmethyl)phenyl]pyrido[3,2-d]pyrimidin-4-yl]amino)piperidine-1-carboxylic acid tert-butyl ester